1-(tert-butyl)-N-(2-(difluoromethyl)-4-(6-(1-methyl-1H-pyrazol-4-yl)pyrazolo[1,5-a]pyrazin-4-yl)benzyl)-1H-pyrazole-4-carboxamide C(C)(C)(C)N1N=CC(=C1)C(=O)NCC1=C(C=C(C=C1)C=1C=2N(C=C(N1)C=1C=NN(C1)C)N=CC2)C(F)F